C(C)(C)(C)OC(=O)N1CC(C1)CC1=CC=C2N1C(=CN=C2)C.FC(C=2C=C(OC=1C(=CC=NC1)C(=O)N)C=CC2)(F)F 5-[3-(trifluoromethyl)phenoxy]Pyridine-4-carboxamide tert-Butyl-3-({4-methylpyrrolo[1,2-a]pyrazin-6-yl}methyl)azetidine-1-carboxylate